1-ethyl-3,8-dimethyl-2,4,7-trioxo-1,2,3,4,7,8-hexahydropyrido[2,3-d]pyrimidine-5-yl tosylate S(=O)(=O)(OC1=CC(N(C=2N(C(N(C(C21)=O)C)=O)CC)C)=O)C2=CC=C(C)C=C2